C(#N)C=1C=CC2=CN(N=C2C1F)CC1=C2C=CN(C2=C(C=C1S(=O)(=O)C)C)C(=O)OC(C)(C)C tert-butyl 4-((6-cyano-7-fluoro-2H-indazol-2-yl)methyl)-7-methyl-5-(methylsulfonyl)-1H-indole-1-carboxylate